3,3-diethyl-1-[7-methoxy-4-(1-methyl-1H-pyrazol-4-yl)-1H-1,3-benzodiazol-2-yl]urea C(C)N(C(NC1=NC2=C(N1)C(=CC=C2C=2C=NN(C2)C)OC)=O)CC